ClC1=CC=C(C(=O)NC2(CC2)CC2CCC(CC2)C2=CC=NC3=CC=C(C=C23)F)C=C1 4-chloro-N-(1-((4-(6-fluoroquinolin-4-yl)cyclohexyl)methyl)cyclopropyl)benzamide